CC1(C(CCC1)(CN)C)C trimethylcyclopentanemethanamine